FC1=C(C=CC2=C1O[C@@H]1[C@H](CC2)[C@H]([C@@H](C1)O)\C=C\C(C(C)C1=C(C=CC=C1)F)O)C(=O)O (1R,2R,3aS,10aR)-5-fluoro-1-[(1E)-4-(2-fluorophenyl)-3-hydroxy-1-penten-1-yl]-2-hydroxy-2,3,3a,9,10,10a-hexahydro-1H-benzo[b]cyclopenta[f]oxepin-6-carboxylic acid